N-(5-(((2R,4R)-4-((2,6-dimethylpyridin-4-yl)oxy)-2-methylpyrrolidin-1-yl)methyl)-4-fluorothiazol-2-yl)acetamide CC1=NC(=CC(=C1)O[C@@H]1C[C@H](N(C1)CC1=C(N=C(S1)NC(C)=O)F)C)C